C(C=C)(=O)N1CC(CCC1)NC1=NNC2=NC=CC(=C21)C#CC2=CC(=CC(=C2)OC)OC 3-(1-acryloylpiperidin-3-ylamino)-4-(3,5-dimethoxyphenylethynyl)-1H-pyrazolo[3,4-b]pyridine